N-(4-{[6-(2-chlorophenyl)-5-oxo-5,6-dihydroimidazo[1,2-a]pyrimido[5,4-e]pyrimidin-2-yl]amino}phenyl)cyclopentanecarboxamide ClC1=C(C=CC=C1)N1C=2N(C3=C(C1=O)C=NC(=N3)NC3=CC=C(C=C3)NC(=O)C3CCCC3)C=CN2